2-(3,4-dimethoxyphenyl)-6-(r-isobutyl-[1,4'-bipiperidin]-4-yl)-8-methylimidazo[1,2-a]pyridine COC=1C=C(C=CC1OC)C=1N=C2N(C=C(C=C2C)C2C[C@H](N(CC2)C2CCNCC2)CC(C)C)C1